C(C)(C)(C)OC(=O)N1C(C2=CC=C(C=C2CC1)Br)C 6-bromo-1-methyl-3,4-dihydroisoquinoline-2(1H)-carboxylic acid tert-butyl ester